FC=1C=CC(=C(C1)C(C(=O)OC)C)C(F)(F)F methyl 2-(5-fluoro-2-(trifluoromethyl)phenyl)propanoate